trans-3-((3-fluoro-4-(1-((4-(4-((5-fluoro-4-(3-morpholinophenyl)pyrimidin-2-yl)amino)piperidine-1-carbonyl)cyclohexyl)methyl)piperidin-4-yl)phenyl)amino)piperidine-2,6-dione FC=1C=C(C=CC1C1CCN(CC1)C[C@@H]1CC[C@H](CC1)C(=O)N1CCC(CC1)NC1=NC=C(C(=N1)C1=CC(=CC=C1)N1CCOCC1)F)NC1C(NC(CC1)=O)=O